(S)-(1-phenylethyl)carbamic acid phenyl ester C1(=CC=CC=C1)OC(N[C@@H](C)C1=CC=CC=C1)=O